(±)-N-(3-chloro-4-(trifluoromethyl)phenyl)-6,7,8,9-tetrahydro-5H-5,8-epiminocyclohepta[d]pyrimidine-10-carboxamide ClC=1C=C(C=CC1C(F)(F)F)NC(=O)N1C2CCC1CC=1N=CN=CC12